(R)-4-chloro-6-(2-methylpyrrolidin-1-yl)pyridine-2-carbaldehyde ClC1=CC(=NC(=C1)N1[C@@H](CCC1)C)C=O